1,3-diisocyanato-2-methoxy-4-pentadecylbenzene N(=C=O)C1=C(C(=C(C=C1)CCCCCCCCCCCCCCC)N=C=O)OC